1-methoxy-6,6,9-trimethyl-6H-benzo[c]chromen-3-yl trifluoromethanesulfonate FC(S(=O)(=O)OC1=CC(=C2C3=C(C(OC2=C1)(C)C)C=CC(=C3)C)OC)(F)F